butanediol di(3-mercaptobutyrate) SC(CC(=O)OC(CCC)OC(CC(C)S)=O)C